2-[4-(4-fluorophenoxy)phenyl]-7-[4-(prop-2-enoyl)piperazin-1-yl]-4,5,6,7-tetrahydro-2H-pyrazolo[4,3-b]pyridine-3-carboxamide FC1=CC=C(OC2=CC=C(C=C2)N2N=C3C(NCCC3N3CCN(CC3)C(C=C)=O)=C2C(=O)N)C=C1